2-[5-(3-Amino-pyrrolidin-1-yl)-pyridin-2-ylamino]-6-benzyl-8-cyclopentyl-8H-pyrido[2,3-d]pyrimidin-7-one NC1CN(CC1)C=1C=CC(=NC1)NC=1N=CC2=C(N1)N(C(C(=C2)CC2=CC=CC=C2)=O)C2CCCC2